NC(C)(C)C1=CC(=NC(=C1)C=1C=CC2=C(CCO2)C1)OC1[C@@H]2CN(C[C@H]12)C(=O)C1=C(N=C(S1)C1=NC=CC=N1)C ((1R,5S,6s)-6-((4-(2-aminopropan-2-yl)-6-(2,3-dihydrobenzofuran-5-yl)pyridin-2-yl)oxy)-3-azabicyclo[3.1.0]hexan-3-yl)(4-methyl-2-(pyrimidin-2-yl)thiazol-5-yl)methanone